COC(=O)C1=CC=NN1O[Si](C)(C)C(C)(C)C ((tert-butyldimethylsilyl)oxy)-1H-pyrazole-5-carboxylic acid methyl ester